ClC1=C(C2=C(OC3=C2N=CN=C3NCCC)N=C1C)C 8-chloro-7,9-dimethyl-N-propyl-pyrido[3',2':4,5]furo[3,2-d]pyrimidin-4-amine